2,4-difluoro-N-(2-chloro-5-(5-(2-methyl-1-oxoisoindolin-5-yl)thiophen-2-yl)pyridine-3-yl)benzenesulphonamide FC1=C(C=CC(=C1)F)S(=O)(=O)NC=1C(=NC=C(C1)C=1SC(=CC1)C=1C=C2CN(C(C2=CC1)=O)C)Cl